OC1=C(C(=CC=C1C)O)C(C)=O 1-(2,6-dihydroxy-3-methylphenyl)ethanone